(S)-N-(3-(4-carbamoylphenyl)-2-(dimethylamino)propyl)-2,4-dimethylbenzamide C(N)(=O)C1=CC=C(C=C1)C[C@@H](CNC(C1=C(C=C(C=C1)C)C)=O)N(C)C